ClC=1C=CC(=NC1)C(=O)N1CC(CC1)C1=C(C(=O)N)C=C(C=C1)OC1=C(C=CC=C1)CC 2-(1-(5-Chloropyridinoyl)pyrrolidin-3-yl)-5-(2-ethylphenoxy)benzamide